CC=1N(C(NN1)=O)C=1C=NC(=C(C1)C)OC1=CC(=CC=C1)C(C)C 5-methyl-4-(5-methyl-6-{[3-(1-methylethyl)phenyl]oxy}-3-pyridinyl)-2,4-dihydro-3H-1,2,4-triazol-3-one